FC1=C(C=C(C=C1)NC(C1=C(C=CC(=C1)C(F)(F)F)OC1=C(C=C(C=C1)F)C)=O)C(C1C(N(CC1)C(=O)[O-])=O)O 3-((2-fluoro-5-(2-(4-fluoro-2-methylphenoxy)-5-(trifluoromethyl) benzamido) phenyl) (hydroxy) methyl)-2-oxopyrrolidine-1-carboxylate